tert-Butyl 4-(4-((4-(1-ethyl-3-(pyridin-3-yl)-1H-pyrazol-4-yl)pyrimidin-2-yl)amino)phenoxy)-3-fluoropiperidine-1-carboxylate C(C)N1N=C(C(=C1)C1=NC(=NC=C1)NC1=CC=C(OC2C(CN(CC2)C(=O)OC(C)(C)C)F)C=C1)C=1C=NC=CC1